perfluoro-2,3-dimethyl-3-heptene FC(C(C(=C(C(C(C(F)(F)F)(F)F)(F)F)F)C(F)(F)F)(C(F)(F)F)F)(F)F